Anti-Phosphohistidine P(=O)(O)(O)N[C@@H](CC1=CNC=N1)C(=O)O